FC1=C(C=CC(=C1)F)C=1C2=C(N=CN1)N=C(C(=C2)C(=O)O)C 4-(2,4-difluorophenyl)-7-methylpyrido[2,3-d]pyrimidine-6-carboxylic acid